N=P(N1CCCC1)(N1CCCC1)N1CCCC1 imino-tris(tetrahydropyrrolyl)phosphorane